CN(C(=O)N1CCC(=CC1)C=1C(=CC(=C(C1)NC(=O)C1=CNC(C=C1C(F)(F)F)=O)N1C[C@H](N([C@H](C1)C)C)C)F)C N-[5-[1-(dimethylcarbamoyl)-3,6-dihydro-2H-pyridin-4-yl]-4-fluoro-2-[(3R,5S)-3,4,5-trimethylpiperazin-1-yl]phenyl]-6-oxo-4-(trifluoromethyl)-1H-pyridine-3-carboxamide